C1(CC1)C=1C=C(C[C@@H]2CC3(CN(C3)C(=O)C3CC(C3)(C)O)CC2)C=CC1 |r| (rac)-(6-(3-Cyclopropylbenzyl)-2-azaspiro[3.4]octan-2-yl)((1s,3s)-3-hydroxy-3-methylcyclobutyl)methanone